1-(2-(4-fluorophenyl)-4-methyl-3-(1H-pyrrolo[2,3-b]pyridin-4-yl)-6,7-dihydropyrazolo[1,5-a]pyrazin-5(4H)-yl)prop-2-en-1-one FC1=CC=C(C=C1)C1=NN2C(C(N(CC2)C(C=C)=O)C)=C1C1=C2C(=NC=C1)NC=C2